rac-tert-butyl (1R,4S,6S)-6-hydroxy-2-azabicyclo[2.2.1]heptane-2-carboxylate O[C@H]1C[C@H]2CN([C@@H]1C2)C(=O)OC(C)(C)C |r|